C(C1=CC=CC=C1)OC1=C(C=C(C=C1)C(C)C)S(=O)(=O)NC(=O)C=1OC2=C(C1)C(=CC(=C2)C2CC2)F N-(2-Benzyloxy-5-isopropyl-phenyl)sulfonyl-6-cyclopropyl-4-fluoro-benzofuran-2-carboxamide